[Ru+2](Cl)Cl.C1(=CC=CC=C1)C(P(C1CCCCC1)(C1CCCCC1)C1CCCCC1)P(C1CCCCC1)(C1CCCCC1)C1CCCCC1 Phenyl-methylenebis(tricyclohexylphosphine) ruthenium (IV) dichloride